O[C@@H]1C[C@H](N(C1)C(=O)[C@@H](NC(CCOCCOCCOCCNC(OC(C)(C)C)=O)=O)C(C)(C)C)C(NCC1=CC=C(C=C1)C1=C(N=CS1)C)=O Tert-butyl ((S)-14-((2S,4R)-4-hydroxy-2-((4-(4-methylthiazol-5-yl)benzyl)carbamoyl)pyrrolidine-1-carbonyl)-15,15-dimethyl-12-oxo-3,6,9-trioxa-13-azahexadecyl)carbamate